C(C)C1=C(NC2=CC=C(C=C12)N1CCN(CC1)C1CCN(CC1)CC(C)C)C1=CC(=NC=C1)OC 3-ethyl-5-(4-(1-isobutylpiperidin-4-yl)piperazin-1-yl)-2-(2-methoxypyridin-4-yl)-1H-indole